FC1=C(C=C(C=C1)F)C1=NC=NC(=C1NC(=O)C=1C=NC(=NC1)OCC)C1OCC(CC1)(F)F N-(4-(2,5-difluorophenyl)-6-(5,5-difluorotetrahydro-2H-pyran-2-yl)pyrimidin-5-yl)-2-ethoxypyrimidine-5-carboxamide